ethyl 2-cyano-3,3-diphenylpropenoate C(#N)C(C(=O)OCC)=C(C1=CC=CC=C1)C1=CC=CC=C1